2-(methylthio)-8-((tetrahydrofuran-2-yl)methyl)-5-((triisopropylsilyl)ethynyl)pyrido[2,3-d]pyrimidin-7(8H)-one CSC=1N=CC2=C(N1)N(C(C=C2C#C[Si](C(C)C)(C(C)C)C(C)C)=O)CC2OCCC2